4-methyl-N-[[3-methyl-2-[6-(trifluoromethyl)-2-pyridinyl]-1H-indol-5-yl]methyl]pyrimidine-5-carboxamide CC1=NC=NC=C1C(=O)NCC=1C=C2C(=C(NC2=CC1)C1=NC(=CC=C1)C(F)(F)F)C